(4,4-difluoropiperidin-1-yl)-N-(4-((2-hydroxyethyl)sulfonylamino)-2-(6-azaspiro[2.5]oct-6-yl)phenyl)oxazole-5-carboxamide FC1(CCN(CC1)C=1OC(=CN1)C(=O)NC1=C(C=C(C=C1)NS(=O)(=O)CCO)N1CCC2(CC2)CC1)F